ClC1=CC2=C(N=CN(C2=O)[C@H]2C[C@H](CC2)O)C(=N1)I 6-chloro-3-((1R,3S)-3-hydroxycyclopentyl)-8-iodopyrido[3,4-d]pyrimidin-4(3H)-one